ClC=1C(=C(C=CC1F)[C@H](NC(=O)[C@H]1NC(NC1)=O)C1(CN(C1)[C@@H](C(F)(F)F)C)C)F (S)-N-((R)-(3-chloro-2,4-difluorophenyl)(3-methyl-1-((R)-1,1,1-trifluoropropan-2-yl)azetidin-3-yl)methyl)-2-oxoimidazolidine-4-carboxamide